FC1=CC=C(C=C1)C1=CC=C(C=C1)S(=O)(=O)N1C=C(C=C1C1=C(C=CC=C1)F)C=O 1-((4'-fluoro-[1,1'-biphenyl]-4-yl)sulfonyl)-5-(2-fluorophenyl)-1H-pyrrole-3-carbaldehyde